3-(2'-oxo-1',2'-dihydrospiro[cyclopentane-1,3'-pyrrolo[2,3-b]pyridine]-5'-yl)acrylamide O=C1C2(C=3C(=NC=C(C3)C=CC(=O)N)N1)CCCC2